C1(=CC=CC=C1)C1=CC(OCC1)=O 4-phenyl-5,6-dihydro-2H-pyran-2-one